4-[(2-Fluorophenoxymethylthio)methyl]1,3-dihydroimidazole-2-thione FC1=C(OCSCC=2NC(NC2)=S)C=CC=C1